(6-Cyano-4,5-difluoropyridin-2-yl)-1-(2-methoxypyrimidin-5-yl)-1-((5-(trifluoromethyl)-1H-pyrazol-3-yl)methyl)urea C(#N)C1=C(C(=CC(=N1)NC(N(CC1=NNC(=C1)C(F)(F)F)C=1C=NC(=NC1)OC)=O)F)F